BrC1=NNC2=CC=CC(=C12)Cl 3-bromo-4-chloro-1H-indazole